rac-(2R,3S,4S,5R)-3-(3,4-difluoro-2-hydroxy-phenyl)-4,5-dimethyl-5-(trifluoromethyl)tetrahydrofuran-2-carboxylic acid FC=1C(=C(C=CC1F)[C@H]1[C@@H](O[C@]([C@H]1C)(C(F)(F)F)C)C(=O)O)O |r|